2-(2-methoxyethanesulfinyl)-4-(1-methyl-1H-pyrazol-5-yl)-6-(1,5-naphthyridin-3-yl)thieno[2,3-b]pyridin-3-amine COCCS(=O)C1=C(C=2C(=NC(=CC2C2=CC=NN2C)C=2C=NC3=CC=CN=C3C2)S1)N